FC1CCN(CC1)C1=CC=2N(C=C1)C=C(N2)C2=CC=C(C=C2)N(C)C {4-[7-(4-Fluoro-piperidin-1-yl)-imidazo[1,2-a]pyridin-2-yl]-phenyl}-dimethyl-amine